tert-butyl ((4,5-diiodo-1H-imidazol-2-yl)methyl)(methyl)carbamate IC=1N=C(NC1I)CN(C(OC(C)(C)C)=O)C